N-(5-((4-((tert-butyldimethylsilyl)oxy)bicyclo(2.2.2)octan-1-yl)methoxy)-1,3,4-thiadiazol-2-yl)-2-chloro-5-methoxy-6-methyl-(4,4-bipyridine)-3-carboxamide [Si](C)(C)(C(C)(C)C)OC12CCC(CC1)(CC2)COC2=NN=C(S2)NC(=O)C=2C(=NC(=C(C2C2=CC=NC=C2)OC)C)Cl